N-(4-methoxy-2-(4-methylpiperazine-1-yl)-5-((6-((R)-3-(2,3,4-trifluorophenyl)isoxazolidine-2-yl)pyrimidine-4-yl)amino)phenyl)acrylamide COC1=CC(=C(C=C1NC1=NC=NC(=C1)N1OCC[C@@H]1C1=C(C(=C(C=C1)F)F)F)NC(C=C)=O)N1CCN(CC1)C